FC1(CC(C1)COC1=C(C=CC(=C1F)F)[C@@H]1[C@H](O[C@]([C@H]1C)(C(F)(F)F)C)C(=O)NC1=CC(=NC=C1)C(=O)N)F 4-[[(2S,3R,4S,5R)-3-[2-[(3,3-Difluorocyclobutyl)methoxy]-3,4-difluoro-phenyl]-4,5-dimethyl-5-(trifluoromethyl)tetrahydrofuran-2-carbonyl]amino]pyridin-2-carboxamid